tert-butyl 2-(4-(7-chloro-4-(morpholinomethyl)quinolin-2-yl)phenyl)pyrrolidine-1-carboxylate ClC1=CC=C2C(=CC(=NC2=C1)C1=CC=C(C=C1)C1N(CCC1)C(=O)OC(C)(C)C)CN1CCOCC1